CC1=C(C=CC=C1C(F)(F)F)O 2-methyl-3-(trifluoromethyl)phenol